N[C@@H](CNC(=O)N)C(=O)O Albizzin